1-Benzyl-3-hydroxy-4-[(1-phenylethylamino)methyl]pyridin-2-one C(C1=CC=CC=C1)N1C(C(=C(C=C1)CNC(C)C1=CC=CC=C1)O)=O